C1(CCCCC1)CN1C(C2(CC1)CCC(CC2)C=2C(=NN1C2COCC1)CN(CCNC)C)=O 2-(Cyclohexylmethyl)-8-(2-((methyl(2-(methylamino)ethyl)-amino)methyl)-6,7-dihydro-4H-pyrazolo[5,1-c][1,4]oxazin-3-yl)-2-azaspiro[4.5]-decan-1-one